Monomethylarsonic acid C[As](O)(O)=O